[Na+].S(=O)(=O)([O-])C1=C(C(=C(C(=C1F)F)O)F)F 4-Sulfo-2,3,5,6-Tetrafluorophenol, Sodium Salt